CS(=O)(=O)N1CCC(CC1)C(C)=O 1-(1-methanesulfonylpiperidin-4-yl)ethan-1-one